FC1=CC=C(C(=C1)F)[N+](=O)[O-] 2,4-difluoro-5-nitrobenzene